ClC=1C(=C(CNC(=O)C=2N=CN(C2)C2=NC(=NC=C2C)NC2=CC=C(C=C2)F)C=CC1)CO N-(3-chloro-2-(hydroxymethyl)benzyl)-1-(2-((4-fluorophenyl)amino)-5-methylpyrimidin-4-yl)-1H-imidazole-4-amide